pentachloroterphenyl ClC1=C(C(=C(C(=C1C=1C(=CC=CC1)C1=CC=CC=C1)Cl)Cl)Cl)Cl